N-[(1-methylindol-5-yl)methyl]propanamide CN1C=CC2=CC(=CC=C12)CNC(CC)=O